[Ba].[Sr] strontium-barium